4-chloroquinoline-7-carboxamide ClC1=CC=NC2=CC(=CC=C12)C(=O)N